O=C(CCNC=1N=[N+](C2=C([N+]1[O-])C=CC(=C2)OC(F)(F)F)[O-])OC2CNCC2 3-((3-oxo-3-(pyrrolidin-3-yloxy)propyl)amino)-7-(trifluoromethoxy)benzo[e][1,2,4]triazine-1,4-dioxide